palladium bistriphenylphosphine C1(=CC=CC=C1)P(C1=CC=CC=C1)C1=CC=CC=C1.C1(=CC=CC=C1)P(C1=CC=CC=C1)C1=CC=CC=C1.[Pd]